ClC=1C=C2C(=NC(=NC2=C(C1C1=CC(=CC2=CC=CC=C12)O)F)OC[C@H]1N(CCC1)C)N1C[C@]2(CC[C@@](C1)(N2)C)C 4-((S or R)-6-chloro-4-((1R,5S)-1,5-dimethyl-3,8-diazabicyclo[3.2.1]oct-3-yl)-8-fluoro-2-(((S)-1-methylpyrrolidin-2-yl)methoxy)quinazolin-7-yl)naphthalen-2-ol